3-ethoxy-4-(((8-methyl-4-oxochroman-7-yl)oxy)(pyridin-4-yl)methyl)benzonitrile C(C)OC=1C=C(C#N)C=CC1C(C1=CC=NC=C1)OC1=CC=C2C(CCOC2=C1C)=O